(R)-1-(3-nitro-5-(trifluoromethyl)phenyl)ethane [N+](=O)([O-])C=1C=C(C=C(C1)C(F)(F)F)CC